C1N(CCC12CNCC2)C2=CC=C(C=N2)C#N 6-[2,7-diazaspiro[4.4]nonan-2-yl]pyridine-3-carbonitrile